C(=O)(O)COCC[N+]1(C(=NCC1)CCCCCCCCCCCC)CC(=O)O 1-(β-carboxymethyloxyethyl)-1-(carboxymethyl)-2-laurylimidazolinium